(4aR,8aS)-6-[3-[2-[2-fluoro-6-(trifluoromethyl)phenyl]ethyl]azetidine-1-carbonyl]-4,4a,5,7,8,8a-hexahydropyrido[4,3-b][1,4]oxazin-3-one FC1=C(C(=CC=C1)C(F)(F)F)CCC1CN(C1)C(=O)N1C[C@@H]2[C@@H](OCC(N2)=O)CC1